tert-Butyl (R)-4-((R)-3-((tert-butoxycarbonyl)(methyl)amino)pyrrolidin-1-yl)-7-cyclopropyl-6,7-dihydro-8H-pyrimido[5,4-b][1,4]oxazine-8-carboxylate C(C)(C)(C)OC(=O)N([C@H]1CN(CC1)C1=NC=NC2=C1OC[C@H](N2C(=O)OC(C)(C)C)C2CC2)C